C(C)N1[C@@H](CCC1)CN1CCC2=C1N=NC(=C2)C2=C(C=C(C=C2C)C(F)(F)F)O (S)-2-[7-[(1-ethylpyrrolidin-2-yl)methyl]-5,6-dihydropyrrolo[2,3-c]pyridazin-3-yl]-3-methyl-5-(trifluoromethyl)phenol